(6-chloropyridin-2-yl)furan-2-carbaldehyde ClC1=CC=CC(=N1)C1=C(OC=C1)C=O